C(C)C=1C(=NC=NC1)N1CCN(CC1)CC=1NC2=C(N1)C=CC(=C2)COCCOC 2-[[4-(5-ethylpyrimidin-4-yl)piperazin-1-yl]methyl]-5-[(2-methoxyethoxy)methyl]-3H-1,3-benzodiazole